FC1=CC2=C(N(C3=CC(=CC=C23)OC)C(CN2CCCCC2)C)C(=N1)C 3-fluoro-7-methoxy-1-methyl-9-(1-(piperidin-1-yl)propan-2-yl)-9H-pyrido[3,4-b]indole